C(CCCCC)C(C(=O)OCC(COC(C(CCCCCCCC)CCCCCC)=O)N1CCC2(CC1)CCN(CC2)CCCN(C(=O)OC(C)(C)C)C(=O)OC(C)(C)C)CCCCCCCC 2-(9-(3-(bis(tert-butoxycarbonyl)amino)propyl)-3,9-diazaspiro[5.5]undecan-3-yl)propane-1,3-diyl bis(2-hexyldecanoate)